N-(4-(3-(3,5-dimethylisoxazol-4-yl)-5-(ethylsulfonamido)phenoxy)-3,5-dimethylphenyl)-3-(1H-imidazol-1-yl)propanamide CC1=NOC(=C1C=1C=C(OC2=C(C=C(C=C2C)NC(CCN2C=NC=C2)=O)C)C=C(C1)NS(=O)(=O)CC)C